COC(CN1N=C(C(C1=O)(C)N(O)C(=O)OC(C)(C)C)C1=CC=C(C=C1)S(=O)(=O)C)=O (4-{[(tert-butoxy)carbonyl](hydroxy)amino}-3-(4-methanesulfonylphenyl)-4-methyl-5-oxo-4,5-dihydro-1H-pyrazol-1-yl)acetic acid methyl ester